3-(5-(2-(2H-1,2,3-Triazol-2-yl)acetyl)-2-isopropoxyphenyl)-2-((4-(2-(4-chlorophenoxy)acetyl)-1,4-diazepan-1-yl)methyl)quinazolin-4(3H)-one N=1N(N=CC1)CC(=O)C=1C=CC(=C(C1)N1C(=NC2=CC=CC=C2C1=O)CN1CCN(CCC1)C(COC1=CC=C(C=C1)Cl)=O)OC(C)C